C(C)(C)(C)OC(=O)N1C(C2=CC=CC(=C2C1NC1=NC=C(C=C1)N1CCN(CC1)C)C1=CC(=NC=C1)C#CC)=O ((5-(4-methylpiperazin-1-yl)pyridin-2-yl)amino)-1-oxo-4-(2-(prop-1-yn-1-yl)pyridin-4-yl)isoindoline-2-carboxylic acid tert-butyl ester